O1C(=CC2=C1C=CC=C2)S(=O)(=O)N2[C@@H](CCC2)C(=O)NCC=2C(N(C(N(C2)C2=CC=C(C=C2)C(F)(F)F)=O)C2CCOCC2)=O (2S)-1-(benzofuran-2-ylsulfonyl)-N-[[2,4-dioxo-3-tetrahydropyran-4-yl-1-[4-(trifluoromethyl)phenyl]pyrimidin-5-yl]methyl]pyrrolidine-2-carboxamide